CS(=O)(=O)C=1C=C(CN2N=CC(=C2)C(=O)OCC)C=CC1CN1C(C=CC=C1)=O Ethyl 1-(3-(methylsulfonyl)-4-((2-oxopyridin-1(2H)-yl)methyl)benzyl)-1H-pyrazole-4-carboxylate